3-(1H-indol-3-yl)-4-[2-(4-methyl-1-piperazinyl)-4-quinazolinyl]-1H-pyrrole N1C=C(C2=CC=CC=C12)C1=CNC=C1C1=NC(=NC2=CC=CC=C12)N1CCN(CC1)C